C(C)(C)(C)OC(=O)N[C@@H]1CC[C@H](CC1)CCN1CCN(CC1)C1=C(C(=CC=C1)Cl)Cl trans-N-tert-butoxycarbonyl-4-{2-[4-(2,3-dichlorophenyl)-piperazin-1-yl]-ethyl}-cyclohexylamine